NC=1N=NC(=CC1C=1C=NN(C1)C1CCC(CC1)N1CC([C@@H](CC1)C=1C=C(C=CC1)N([C@H]1C(NC(CC1)=O)=O)C)(F)F)C1=C(C=CC=C1)O (R)-3-((3-((S)-1-((1r,4S)-4-(4-(3-amino-6-(2-hydroxyphenyl)pyridazin-4-yl)-1H-pyrazol-1-yl)cyclohexyl)-3,3-difluoropiperidin-4-yl)phenyl)(methyl)amino)piperidine-2,6-dione